3-iodobenzyl carbamate C(N)(OCC1=CC(=CC=C1)I)=O